1-[3-(1-Hydroxyethyl)-6-[5-[[6-[(3-methoxyazetidin-1-yl)methyl]pyridazin-3-yl]amino]benzimidazol-1-yl]-2-pyridyl]-5-methyl-pyrazole-3-carbonitrile OC(C)C=1C(=NC(=CC1)N1C=NC2=C1C=CC(=C2)NC=2N=NC(=CC2)CN2CC(C2)OC)N2N=C(C=C2C)C#N